2-cyanotetrahydrofuran C(#N)C1OCCC1